FC(C=1C(=C(C=CC1)[C@@H](C)NC=1C2=C(N=C(N1)C)N1C(C(=C2)C=2CCS(CC2)(=O)=O)=NN=C1)F)F (R)-4-(4-((1-(3-(difluoromethyl)-2-fluorophenyl)ethyl)amino)-2-methyl-[1,2,4]triazolo[4',3':1,6]pyrido[2,3-d]pyrimidin-6-yl)-3,6-dihydro-2H-thiopyran 1,1-dioxide